[Sb]([O-])([O-])([O-])=O.C(CCC)N1C=[N+](C=C1)C.C(CCC)N1C=[N+](C=C1)C.C(CCC)N1C=[N+](C=C1)C 1-butyl-3-methylimidazolium antimonate